ethyl lactate sodium salt [Na].C(C(O)C)(=O)OCC